3,5-DIMETHYLBENZYLISOCYANIDE CC=1C=C(C[N+]#[C-])C=C(C1)C